1-(4-methoxyphenyl)-2-(2-phenyltetrahydrofurane-2-yl)ethan-1-one COC1=CC=C(C=C1)C(CC1(OCCC1)C1=CC=CC=C1)=O